N-(3-{6-azaspiro[2.5]oct-6-yl}-4-{4-[2-(4,4-difluoropiperidin-1-yl)-6-methylpyridin-4-yl]-1H-1,2,3-triazol-1-yl}phenyl)-1-hydroxypropane-2-sulfonamide C1CC12CCN(CC2)C=2C=C(C=CC2N2N=NC(=C2)C2=CC(=NC(=C2)C)N2CCC(CC2)(F)F)NS(=O)(=O)C(CO)C